Bis(phenylmethyl) disulfide C1(=CC=CC=C1)CSSCC1=CC=CC=C1